1,1-Bis(4-aminocyclohexyl)-propan NC1CCC(CC1)C(CC)C1CCC(CC1)N